ClC(C)OC(=O)ON1C(C(CC1(CC)CC)C(=O)OCOC(C)=O)(CC)CC Acetoxymethyl 1-(((1-chloroethoxy)carbonyl)oxy)-2,2,5,5-tetraethylpyrrolidine-3-carboxylate